N-[7-(3,6-dihydro-2H-pyran-4-yl)-4-methoxy-[1,3]thiazolo[4,5-c]pyridin-2-yl]-7-oxa-2-azaspiro[4.5]decane-2-carboxamide O1CCC(=CC1)C=1C2=C(C(=NC1)OC)N=C(S2)NC(=O)N2CC1(CC2)COCCC1